C1(CCCCC1)NCC(CS(=O)(=O)O)O 3-[cyclohexylamino]-2-hydroxy-1-propanesulphonic acid